(2-(6-bromo-4-methyl-1-((2-(trimethylsilyl)ethoxy)methyl)-1H-indazol-3-yl)-1-((2-(trimethylsilyl)ethoxy)methyl)-4,6-dihydropyrrolo[3,4-d]imidazol-5(1H)-yl)(cyclopropyl)ketone BrC1=CC(=C2C(=NN(C2=C1)COCC[Si](C)(C)C)C1=NC2=C(N1COCC[Si](C)(C)C)CN(C2)C2(CC2)C(=O)C2(CC2)N2CC=1N(C(=NC1C2)C2=NN(C1=CC(=CC(=C21)C)Br)COCC[Si](C)(C)C)COCC[Si](C)(C)C)C